CC1=C(C(NC(=C1)C)=O)CN1C(C=2C(=C3C(=C(C2CC1)C)OC(O3)(C)C31CCC(CC3)(CC1)N(C)C)C)=O 6-((4,6-dimethyl-2-oxo-1,2-dihydropyridin-3-yl)methyl)-2-(4-(dimethylamino)bicyclo[2.2.2]octan-1-yl)-2,4,9-trimethyl-7,8-dihydro-[1,3]dioxolo[4,5-g]isoquinolin-5(6H)-one